F[C@@H]1[C@@H](CNC1)NC=1C=2N(C=CN1)C(=C(N2)C(=O)O)SC(F)(F)F 8-{[(3R,4S)-4-fluoropyrrolidin-3-yl]amino}-3-[(trifluoromethyl)sulfanyl]imidazo[1,2-a]pyrazine-2-carboxylic acid